(1R,2R)-(+)-1,2-diphenyl ethylenediamine tert-Butyl 4-(5-bromopyrimidin-2-yl)piperazine-1-carboxylate BrC=1C=NC(=NC1)N1CCN(CC1)C(=O)OC(C)(C)C.C1(=CC=CC=C1)[C@H]([C@H](N)C1=CC=CC=C1)N